IC1=C(C2=C(N=CN=C2N)N1COCC[Si](C)(C)C)C1=CC=C(C=C1)OC1=CC=CC=C1 6-iodo-5-(4-phenoxyphenyl)-7-((2-(trimethylsilyl)ethoxy)methyl)-7H-pyrrolo[2,3-d]pyrimidin-4-amine